N,N-bisaminopropylpropylamine NCCCN(CCCN)CCC